FC1=NC2=C(C(=CC=C2C(=N1)N1C[C@H]2CC[C@@H](C1)N2C(=O)OC(C)(C)C)C2=CC(=CC1=CC=C(C(=C21)C#C[Si](C(C)C)(C(C)C)C(C)C)F)OCOC)F tert-Butyl (1R,5S)-3-(2,8-difluoro-7-(7-fluoro-3-(methoxymethoxy)-8-((triisopropylsilyl)ethynyl)naphthalen-1-yl)quinazolin-4-yl)-3,8-diazabicyclo[3.2.1]octane-8-carboxylate